BrC1=C(C=CC(=C1)O)N(C1=CC=C(C=C1)OS(=O)(=O)C(F)(F)F)C 4-((2-bromo-4-hydroxyphenyl)(methyl)amino)phenyl-triflic acid